C(CC(C)C)N1CC2(CC1)CCCCC2 2-isopentyl-2-azaspiro[4.5]decan